6-bromo-N-(2-morpholino-5-(piperidin-1-yl)thiazolo[4,5-b]pyridin-6-yl)pyridine-2-carboxamide 1H-indol-5-yl-phosphate N1C=CC2=CC(=CC=C12)OP(=O)(O)O.BrC1=CC=CC(=N1)C(=O)NC=1C=C2C(=NC1N1CCCCC1)N=C(S2)N2CCOCC2